1H-pyrazolo[3,4-b]pyrazin-3-amine N1N=C(C=2C1=NC=CN2)N